C(#N)C1=C(C=CC=C1)[C@@H]([C@@H](C)C=1N(C(C(=C(N1)C(=O)NC=1C=NOC1)O)=O)C)C=1N=COC1 2-((1R,2R)-1-(2-cyanophenyl)-1-(oxazol-4-yl)propan-2-yl)-5-hydroxy-N-(isoxazol-4-yl)-1-methyl-6-oxo-1,6-dihydropyrimidine-4-carboxamide